O=C(CC(C(=O)N)Cl)C1=CC(=CC=C1)C(F)(F)F (2-Oxo-2-(3-trifluoromethylphenyl)ethyl)chloroacetamide